docosanyl butyrate C(CCC)(=O)OCCCCCCCCCCCCCCCCCCCCCC